OC[C@H]1N(C/C(/C1)=N/OC)C(=O)C1=CC=C(C2=C1OCO2)C=2C=NC=C(C#N)C2C (S,E)-5-(7-(2-(hydroxymethyl)-4-(methoxyimino)pyrrolidine-1-carbonyl)benzo[d][1,3]dioxol-4-yl)-4-methylnicotinonitrile